7-fluoro-N-((1r,3r)-3-(4-(pyridin-2-yl)-5-(thiazol-2-yl)-4H-1,2,4-triazol-3-yl)cyclobutyl)-1,5-naphthyridine-4-carboxamide FC1=CN=C2C(=CC=NC2=C1)C(=O)NC1CC(C1)C1=NN=C(N1C1=NC=CC=C1)C=1SC=CN1